trihydroxy-5-{[(2E)-3-(4-hydroxy-3-methoxyphenyl)prop-2-enoyl]oxy}cyclohexane-1-carboxylic acid OC1(C(CC(CC1)OC(\C=C\C1=CC(=C(C=C1)O)OC)=O)(C(=O)O)O)O